C1=CC(=CC=C1N)NC2=CC=C(C=C2)N.O.OS(=O)(=O)O 4,4'-diaminodiphenylamine sulfate hydrate